tetrabromophthalic anhydride Magnesium [Mg].BrC=1C(=C(C(=C2C1C(=O)OC2=O)Br)Br)Br